COC(C1=NC=C(C=C1)NC1=C(C=CC=C1[N+](=O)[O-])F)=O 5-((2-fluoro-6-nitrophenyl)amino)picolinic acid methyl ester